2-(5-((4-(2,6-difluoro-4-nitrophenyl)piperazin-1-yl)methyl)pyridin-2-yl)ethyl methanesulfonate CS(=O)(=O)OCCC1=NC=C(C=C1)CN1CCN(CC1)C1=C(C=C(C=C1F)[N+](=O)[O-])F